tert-Butyl (6-bromoquinolin-3-yl)carbamate BrC=1C=C2C=C(C=NC2=CC1)NC(OC(C)(C)C)=O